CC1=CC=C2C=NNC2=C1C1CCC=2C(=NC=NC2C1)N1CCN(CC1)C(C=C)=O 1-[4-[7-(6-methyl-1H-indazol-7-yl)-5,6,7,8-tetrahydroquinazolin-4-yl]Piperazin-1-yl]Prop-2-en-1-one